[N+](=O)([O-])OC(CO)CO 2-nitroglycerol